4-chloro-4'-benzyl-benzophenone ClC1=CC=C(C(=O)C2=CC=C(C=C2)CC2=CC=CC=C2)C=C1